NC[C@H]1C(N[C@H](C(NC[C@H](O[C@@H]([C@H](C(N([C@H](C(N[C@H](C(N1)=O)C1CCCCC1)=O)CC(C)C)C)=O)C)CCCCCC)C)=O)[C@H](C)O)=O (2R,6S,9S,12S,15S,18R,19R)-9-(aminomethyl)-12-cyclohexyl-19-hexyl-15-isobutyl-2,16,18-trimethyl-6-[(1S)-1-hydroxyethyl]-1-oxa-4,7,10,13,16-pentazacyclononadecane-5,8,11,14,17-pentone